2-(E)-(3-methoxybenzylidene)-1-cycloheptanone COC=1C=C(\C=C/2\C(CCCCC2)=O)C=CC1